4-tertiary butoxystyrene C(C)(C)(C)OC1=CC=C(C=C)C=C1